6-{7-[3-(3-Fluoro-azetidin-1-yl)-propoxy]-imidazo[1,2-a]pyridin-3-yl}-pyrimidin FC1CN(C1)CCCOC1=CC=2N(C=C1)C(=CN2)C2=CC=NC=N2